BrC=1C(=C2C(=NC1)N=CC21CCCCC1)Cl 5'-bromo-4'-chlorospiro[cyclohexane-1,3'-pyrrolo[2,3-b]pyridine]